3-(2-chloro-5-fluoropyrimidin-4-yl)-6-fluoro-1-methyl-1H-indole ClC1=NC=C(C(=N1)C1=CN(C2=CC(=CC=C12)F)C)F